5-anilinonaphthyl-sulfonic acid N(C1=CC=CC=C1)C1=C2C=CC=C(C2=CC=C1)S(=O)(=O)O